C(C)(C)(C)[Ge](OC(=O)C1C2C=CC(C1C(=O)O[Ge](C)(C)C(C)(C)C)C2)(C)C 2,3-bis(tert-butyldimethylgermyloxycarbonyl)-5-norbornene